CN(C1CCC(CC1)NC1=NC=2N(C(C(=NC2C=N1)C1=CC(=C(C=C1)NS(=O)(=O)C1C2CCC(C1)C2)F)=O)C(C)C)C N-(4-(2-(((1r,4r)-4-(dimethylamino)cyclohexyl)amino)-8-isopropyl-7-oxo-7,8-dihydropteridin-6-yl)-2-fluorophenyl)bicyclo[2.2.1]heptane-2-sulfonamide